CC1([C@H]2CN([C@@H]([C@@H]12)C(=O)N[C@@H](C[C@H]1C(NCC1)=O)C(COC=1C=NC(=CC1)C)=O)C([C@@H](NC(C(F)(F)F)=O)C(C)C)=O)C (1R,2S,5S)-6,6-dimethyl-N-{(2S)-4-[(6-methylpyridin-3-yl)oxy]-3-oxo-1-[(3S)-2-oxopyrrolidin-3-yl]butan-2-yl}-3-[N-(trifluoroacetyl)-L-valyl]-3-azabicyclo[3.1.0]hexane-2-carboxamide